Dimethyl 3-formylpyridine-2,6-dicarboxylate C(=O)C=1C(=NC(=CC1)C(=O)OC)C(=O)OC